C(C)(C)(C)N(C(O)=O)C(C)C1=CC=C(C=C1)Br.NC=1C=C(C=CC1)CC(=O)N1CCN(CC1)C 2-(3-aminophenyl)-1-(4-methylpiperazin-1-yl)ethan-1-one tert-butyl-(1-(4-bromophenyl)ethyl)carbamate